CC1COC=2C(O1)=CSC2 2-methyl-2,3-dihydro-thieno[3,4-B]-1,4-dioxin